C(C=C)(=O)N1[C@@H](CCCC1)C=1N(C(=C(N1)C1=CC=C(C=C1)C(NC1=NC=CC(=C1)CC)=O)C(=O)N)N (S)-2-(1-acryloylpiperidin-2-yl)-1-amino-4-(4-((4-ethylpyridin-2-yl)carbamoyl)phenyl)-1H-imidazole-5-carboxamide